4-[(4-fluorophenyl)sulfonimidoyl]benzoic Acid FC1=CC=C(C=C1)S(=O)(=N)C1=CC=C(C(=O)O)C=C1